COC=1C=C(C(=O)OC=C)C=CC1OC vinyl 3,4-dimethoxybenzoate